C(CCCCCCCCC(=O)OCCCCCCCC)(=O)OCCC(CCCCCCCCCCCC)OC(=O)OCCCN(C)CC 1-(3-(((3-(ethyl (methyl) amino) propoxy) carbonyl) oxy) pentadecyl) 10-octyl sebacate